[4-Fluoro-1-(2-tetrahydropyran-2-ylpyrazol-3-yl)-6,7-dihydro-5H-cyclopenta[c]pyridin-6-yl]methanol FC=1C2=C(C(=NC1)C=1N(N=CC1)C1OCCCC1)CC(C2)CO